tert-butyl (R)-4-(5-cyano-2-(1-methyl-1H-pyrazol-4-yl)pyrimidin-4-yl)-2-methylpiperazine-1-carboxylate C(#N)C=1C(=NC(=NC1)C=1C=NN(C1)C)N1C[C@H](N(CC1)C(=O)OC(C)(C)C)C